(1R,2S,3S,4S)-2,3-dimethyl-7-azabicyclo[2.2.1]heptane hydrochloride Cl.C[C@@H]1[C@H]2CC[C@@H]([C@H]1C)N2